CC(C(=O)OC1=CC(=NC2=CC(=CC=C12)Br)C1=CC=C(C=C1)NC(C=C)=O)Br (7-bromo-2-(4-acrylamidophenyl) quinolin-4-yl) methyl-2-bromoacetate